N1C=NC(=C1)CN1CCN(CC1)C1=CC2=C(C[C@@](O2)(C)C(C)(C)O)C=C1NC(=O)C=1C=NN2C1N=CC=C2 (S)-N-(6-(4-((1H-imidazol-4-yl)methyl)piperazin-1-yl)-2-(2-hydroxypropan-2-yl)-2-methyl-2,3-dihydrobenzofuran-5-yl)pyrazolo[1,5-a]pyrimidine-3-carboxamide